FC(S(=O)(=O)OCC(COC1OCCCC1)(F)F)(F)F (2,2-difluoro-3-tetrahydropyran-2-yloxy-propyl) trifluoromethanesulfonate